C(CCCCCC)OC1=CC=C2C=3C=CC(=CC3C(C2=C1)(CCCCCCCC)CCCCCCCC)N(C1=CC=CC=C1)C1=CC=C(C=C1)[N+](=O)[O-] 7-(heptyloxy)-N-(4-nitrophenyl)-9,9-dioctyl-N-phenyl-9H-fluoren-2-amine